O=C1NC=CC(=C1)NC(C1=C(C=CC(=C1)C(F)(F)F)OC1=CC=C(C=C1)C)=O N-(2-oxo-1,2-dihydropyridin-4-yl)-2-(p-tolyloxy)-5-(trifluoromethyl)benzamide